4-Methoxy-5-[1-(4-methoxy-5-{[trans-3-(trifluoromethyl)cyclobutyl]-methoxy}pyridin-2-carbonyl)-piperidin-4-yl]pyridin-2-amin COC1=CC(=NC=C1C1CCN(CC1)C(=O)C1=NC=C(C(=C1)OC)OC[C@@H]1C[C@H](C1)C(F)(F)F)N